BrC=1C(=CC(=NC1)CNC(=O)[C@H]1NCCN(C1)C=1C=2C(N=CN1)=NN(C2)C2=CC=C(C=C2)C(F)(F)F)C (S)-N-((5-bromo-4-methylpyridin-2-yl)methyl)-4-(2-(4-(trifluoromethyl)phenyl)-2H-pyrazolo[3,4-d]pyrimidin-4-yl)piperazine-2-carboxamide